N-methylpentylglycine CN(CC(=O)O)CCCCC